2-((1-(5,6-diphenylpyrazin-2-yl)-3-methylpiperidin-4-yl)oxy)acetic acid C1(=CC=CC=C1)C=1N=CC(=NC1C1=CC=CC=C1)N1CC(C(CC1)OCC(=O)O)C